Tetrahydrophenanthridine C1CCC2=C(C1)C3=CC=CC=C3C=N2